3-methyl-4-oxo-8-(4-(trifluoromethyl)phenyl)-3,4-dihydropyrido[4,3-d]pyrimidin CN1C=NC2=C(C1=O)C=NC=C2C2=CC=C(C=C2)C(F)(F)F